C(C)(=O)N1CCN(CC1)C1=CC(=NC2=CC=C(C=C12)C(=O)N1CCOCC1)C=O 4-(4-acetylpiperazin-1-yl)-6-(morpholine-4-carbonyl)quinoline-2-carbaldehyde